FC(C=1C=C(C=CC1)[C@H](CC(=O)[O-])NC(=O)NC=1C(N(C=CC1[O-])C)=O)(C1=C(C=CC=C1)C)F.[Na+].[Na+] Sodium (S)-3-(3-(difluoro(o-tolyl)methyl) phenyl)-3-(3-(1-methyl-4-oxido-2-oxo-1,2-dihydropyridin-3-yl)ureido)propanoate